4-(2-hydroxyethoxy)methyl-benzophenone OCCOCC1=CC=C(C(=O)C2=CC=CC=C2)C=C1